ClC=1C(=C(C=CC1F)N(C(=O)[C@H]1N(C(N(C1)CC1OC1)=O)C1=NC(=CC(=C1)C(F)(F)F)C)C)F (4S)-N-(3-chloro-2,4-di-fluorophenyl)-N-methyl-3-(6-methyl-4-(trifluoromethyl)pyridin-2-yl)-1-(oxiran-2-ylmethyl)-2-oxoimidazolidine-4-carboxamide